4-(2-Amino-ethyl)-phenol NCCC1=CC=C(C=C1)O